ClC(C1=NC(=NO1)C1=CC=C(C=C1)NC=1C(C(C1NCC1=CC=C(C=C1)C)=O)=O)(F)F 3-((4-(5-(chlorodifluoromethyl)-1,2,4-oxadiazol-3-yl)phenyl)amino)-4-((4-methylbenzyl)amino)cyclobut-3-ene-1,2-dione